6-benzyl-1-methyl-1,6-dihydroimidazo[4,5-d]pyrrolo[2,3-b]pyridine C(C1=CC=CC=C1)N1C=CC=2C1=NC=C1C2N(C=N1)C